(S)-8-acetamido-4-methoxy-N-methyl-10-oxo-6,7,8,10-tetrahydroheptaleno[1',2':3,4]benzo[1,2-d][1,3]dioxolane-11-carboxamide C(C)(=O)N[C@H]1CCC2=C(C3=C(OCO3)C(=C2)OC)C2=CC=C(C(C=C12)=O)C(=O)NC